(8-(2-methoxypyridin-4-yl)isochroman-4-yl methyl)(methyl)carbamate COC1=NC=CC(=C1)C=1C=CC=C2C(COCC12)COC(NC)=O